NC=1C(=C(OC=2C=CC(=C(C#N)C2)F)C(=C(C1[N+](=O)[O-])F)F)Br 5-(3-amino-2-bromo-5,6-difluoro-4-nitrophenoxy)-2-fluorobenzonitrile